(2,5-dihydro-1H-pyrrol-1-yl)(p-tolyl)methanone ethyl-5-bromo-6-(hydroxymethyl)nicotinate methyl-5-bromo-6-(1-cyano-2-ethoxy-2-oxoethyl)nicotinate COC(C1=CN=C(C(=C1)Br)C(C(=O)OCC)C#N)=O.C(C)OC(C1=CN=C(C(=C1)Br)CO)=O.N1(CC=CC1)C(=O)C1=CC=C(C=C1)C